6-(6-(4-(2,2-difluoroethyl)piperazin-1-yl)pyridin-3-yl)-2-(2,6-dimethylpyridin-4-yl)-3-methyl-1H-indole FC(CN1CCN(CC1)C1=CC=C(C=N1)C1=CC=C2C(=C(NC2=C1)C1=CC(=NC(=C1)C)C)C)F